FC=1C=C(C=CC1F)C(CC(C=O)C)(CC=C(C)C)C 4-(3,4-difluorophenyl)-2,4,7-trimethyloct-6-enal